NC=1C=NC(=NC1)C1=NN=C(N=N1)CP(O)(O)=O ((6-(5-aminopyrimidin-2-yl)-1,2,4,5-tetrazin-3-yl)methyl)phosphonic acid